C(#N)C1=CC=C(C=C1)C1CCN(CC1)C(=O)N(N)C(C1=C(C=C(C=C1)CC)C1CC1)=O (4-(4-cyanophenyl)piperidine-1-carbonyl)-2-cyclopropyl-4-ethylbenzoyl-hydrazine